C(C)(C)(C)C1=NCCC2=CC(=CC=C12)C1=C(C(=CC=C1)Br)C#N tert-butyl-6-(3-bromo-2-cyanophenyl)-3,4-dihydroisoquinoline